ON1C(=O)C2=CC=CC3=CC4=CC=CC=C4C(=C23)C1=O N-hydroxyanthracene-1,9-dicarboximide